ETHYLISOCYANIDE C(C)[N+]#[C-]